1-[3-[tert-butyl(diphenyl)silyl]oxy-6-bicyclo[3.1.0]hexanyl]-4,4,4-trifluoro-butane-1,3-dione [Si](C1=CC=CC=C1)(C1=CC=CC=C1)(C(C)(C)C)OC1CC2C(C2C1)C(CC(C(F)(F)F)=O)=O